2,6-dimethyl-indeneamine CC=1C(C2=CC(=CC=C2C1)C)N